FC1(CCN(CC1)N1C(C(=CC=C1)NC(C1=C(C=C(C=C1)NS(=O)(=O)CCO)N1C[C@H]2CC[C@]2(CC1)CF)=O)=O)F N-(1-(4,4-difluoropiperidin-1-yl)-2-oxo-1,2-dihydropyridin-3-yl)-2-((1S,6R)-6-(fluoromethyl)-3-azabicyclo[4.2.0]octan-3-yl)-4-((2-hydroxyethyl)sulfonamido)benzamide